2-allyl-6-(2H-benzotriazol-2-yl)-4-methylphenol C(C=C)C1=C(C(=CC(=C1)C)N1N=C2C(=N1)C=CC=C2)O